tri-tert-butyl (18S,22S)-1-amino-12,20-dioxo-3,6,9-trioxa-13,19,21-triazatetracosane-18,22,24-tricarboxylate NCCOCCOCCOCCC(NCCCC[C@H](NC(N[C@@H](CCC(=O)OC(C)(C)C)C(=O)OC(C)(C)C)=O)C(=O)OC(C)(C)C)=O